5-(4-(piperazine-1-carbonyl)phenyl)-N-(cyclohexyl)nicotinamide N1(CCNCC1)C(=O)C1=CC=C(C=C1)C=1C=NC=C(C(=O)NC2CCCCC2)C1